2-bromo-6-(1,1-difluoroethyl)pyridine BrC1=NC(=CC=C1)C(C)(F)F